C[N+](CCOP(=O)(O)O)(C)C N,N,N-trimethyl-2-(phosphonooxy)ethan-1-aminium